4-(4-acetylphenoxy)phthalonitrile C(C)(=O)C1=CC=C(OC=2C=C(C(C#N)=CC2)C#N)C=C1